ClC1=NC=C(C(=C1)C1=C(C=NC(=C1)C)C(=O)NC=1SC2=C(N1)CN(C2)C(=O)C=2C(=NN(C2F)C)C(F)F)OC 2'-chloro-N-{5-[3-(difluoromethyl)-5-fluoro-1-methyl-1H-pyrazole-4-carbonyl]-4H,5H,6H-pyrrolo[3,4-d][1,3]thiazol-2-yl}-5'-methoxy-6-methyl-[4,4'-bipyridine]-3-carboxamide